N1(CCNCC1)CCN1N=NC2=C(C1=O)C=CC=C2 3-(2-(piperazin-1-yl)ethyl)benzo[D]1,2,3-triazin-4(3H)-one